tert-butyl ((3S,4R)-4-(benzyloxy)nonadec-1-en-3-yl)carbamate C(C1=CC=CC=C1)O[C@@H]([C@H](C=C)NC(OC(C)(C)C)=O)CCCCCCCCCCCCCCC